FC1=CC=C(C=C1)C=1C=C2C(=C(C(N(C2=NC1)CC=O)=O)C(=O)NC1CC2(CC2)C1)O 6-(4-fluorophenyl)-4-hydroxy-2-oxo-1-(2-oxoethyl)-N-(spiro[2.3]hexan-5-yl)-1,2-dihydro-1,8-naphthyridine-3-carboxamide